Gold (III) tetrachloride [Au-](Cl)(Cl)(Cl)Cl